Ethyl 2-((2-(1-((tert-butoxycarbonyl)(3-(6-methoxy-3-nitropyridin-2-yl)propyl)-amino)ethyl)-4-fluorophenyl)amino)-5-fluoro-4-(trifluoromethyl)benzoate C(C)(C)(C)OC(=O)N(C(C)C1=C(C=CC(=C1)F)NC1=C(C(=O)OCC)C=C(C(=C1)C(F)(F)F)F)CCCC1=NC(=CC=C1[N+](=O)[O-])OC